COC1=C(C=CC(=N1)C1=CC(=NC=C1)C(F)(F)F)C1(CC1)NC(=O)C1=CC(=NN1C)C(F)(F)F N-(1-(6-methoxy-2'-(trifluoromethyl)-[2,4'-bipyridin]-5-yl)cyclopropyl)-1-methyl-3-(trifluoromethyl)-1H-pyrazole-5-carboxamide